C[N+]1(CC(CCC1)C)CCC 1,3-dimethyl-1-propylpiperidinium